C12(CC(C1)C2)NC=2C1=C(N=C(N2)NC2=C(C=C(C(=C2)[N+](=O)[O-])N(C)CCN(C)C)OC)N(C=C1)COCC[Si](C)(C)C N4-(bicyclo[1.1.1]pentan-1-yl)-N2-(4-((2-(dimethylamino)ethyl)(methyl)amino)-2-methoxy-5-nitrophenyl)-7-((2-(trimethylsilyl)ethoxy)methyl)-7H-pyrrolo[2,3-d]pyrimidine-2,4-diamine